7-amino-8-(5-hydroxy-4-methylpyridin-3-yl)quinoxaline-6-carboxamide NC1=C(C=C2N=CC=NC2=C1C=1C=NC=C(C1C)O)C(=O)N